C(C1=CC=CC=C1)N1C(C(=CC(=C1)C(=O)N[C@@H]1C[C@@H](CCC1)O)C(=O)NC)=O 1-benzyl-N5-((1S,3R)-3-hydroxycyclohexyl)-N3-methyl-2-oxo-1,2-dihydropyridine-3,5-dicarboxamide